C(C)OC(CNCCN1N=C(C(=C1)NC=1C=NN2C1N=CC=C2)C2=C(C=CC(=C2)Cl)OC(F)F)=O 2-[(2-[3-[5-chloro-2-(difluoromethoxy)phenyl]-4-[pyrazolo[1,5-a]pyrimidin-3-ylamino]-1H-pyrazol-1-yl]ethyl)amino]acetic acid ethyl ester